C(#N)/C(/C(=O)NC(OCC)=O)=N/NC1=CC(=C(C(=C1)Cl)OC=1C2=C(C(NN1)=O)[C@@H](CC2)C([2H])([2H])[2H])Cl ethyl (R,Z)-(2-cyano-2-(2-(3,5-dichloro-4-((7-(methyl-d3)-1-oxo-2,5,6,7-tetrahydro-1H-cyclopenta[d]pyridazin-4-yl)oxy)phenyl)hydrazineylidene)acetyl)carbamate